CN(CCCC(C(C)C)N1CC2(C1)CN(CC2)C=2N=CN=NC2OC2=C(C(=O)N(C(C)C)C(C)C)C=C(C=C2)F)C (-)-2-((5-(2-(6-(Dimethylamino)-2-methylhex-3-yl)-2,6-diazaspiro[3.4]oct-6-yl)-1,2,4-triazin-6-yl)oxy)-5-fluoro-N,N-diisopropylbenzamide